tetrahydro-5H-pyrido[4',3':3,4]pyrazolo[1,5-a][1,2,4]triazolo[3,4-c][1,4]diazepine-12(13H)-carboxamide N1NCN2C1=C1N(CCC2)NC2=C1CN(C=C2)C(=O)N